COC(=O)C=1C(=C(C(=NC1C)COCCN)C(=O)O)C1=C(C=CC=C1)Cl 2-[(2-Aminoethoxy)methyl]-4-(2-chlorophenyl)-6-methyl-3,5-pyridinedicarboxylic acid-5-methyl ester